4-(3-fluoro-4-sulfamoylbenzyl)-1H-pyrazol FC=1C=C(CC=2C=NNC2)C=CC1S(N)(=O)=O